CC1(CC1)S(=O)(=O)NC(C1=CC(=C(C=C1)C)OCC1=C(C=CC=C1C)C)=O N-((1-methylcyclopropyl)sulfonyl)-3-((2,6-dimethylbenzyl)oxy)-4-methylbenzamide